4-(2-(1-ethyl-3-(trifluoromethyl)-1H-pyrazol-4-yl)-3-methoxyphenyl)-4,5,6,7-tetrahydrothieno[2,3-c]pyridine-2-carbonitrile C(C)N1N=C(C(=C1)C1=C(C=CC=C1OC)C1C2=C(CNC1)SC(=C2)C#N)C(F)(F)F